C(C)C1(CC2CC(C=3NC=4C=CC=CC4C3CCN(C1)C2)C(=O)[O-])O 5-ethyl-5-hydroxy-1,4,5,6,7,8,9,10-octahydro-2H-3,7-methano[1]azacycloundecino[5,4-b]indole-9-carboxylate